(S)-N-(5-(2-amino-[1,2,4]triazolo[1,5-a]pyridin-6-yl)-2-methylpyridin-3-yl)-3-(1-methyl-1H-pyrazol-4-yl)isoxazolidine-2-carboxamide NC1=NN2C(C=CC(=C2)C=2C=C(C(=NC2)C)NC(=O)N2OCC[C@H]2C=2C=NN(C2)C)=N1